6-(3,4-dimethoxyphenyl)pyrazin-2-nitrile COC=1C=C(C=CC1OC)C1=CN=CC(=N1)C#N